7-amino-6-(7-cyclopropyl-1,5,6,7,8,9-hexahydroimidazo[4',5':4,5]benzo[1,2-d]azepin-2-yl)-1-methyl-1,4-dihydro-5H-pyrazolo[4,3-b]pyridin-5-one NC=1C2=C(NC(C1C=1NC=3C(=CC4=C(CCN(CC4)C4CC4)C3)N1)=O)C=NN2C